6-amino-3-pyridazinylboronic acid pinacol ester NC1=CC=C(N=N1)B1OC(C)(C)C(C)(C)O1